tert-butyl (3S,4R)-4-((4-(3-(2,6-dioxopiperidin-3-yl)-7-fluoro-1-methyl-1H-indazol-6-yl)piperidin-1-yl)methyl)-3-fluoropiperidine-1-carboxylate O=C1NC(CCC1C1=NN(C2=C(C(=CC=C12)C1CCN(CC1)C[C@@H]1[C@@H](CN(CC1)C(=O)OC(C)(C)C)F)F)C)=O